C(C)(C)(C)P(C1=CC=NN1C=1C(=NN(C1C1=CC=CC=C1)C1=CC=CC=C1)C1=CC=CC=C1)C(C)(C)C 5-(di-tert-butylphosphanyl)-1',3',5'-triphenyl-1'H-1,4'-bipyrazole